CC(CCC)OC(=O)[O] 1-methyl-butoxycarbonyl-oxygen